Cl.Cl.F[C@H]1C(NC(C[C@@H]1N1C=CC2=C1N=NC(=C2)C2=C(C=C(C=C2)N2N=NC=C2)O)(C)C)(C)C 2-{7-[(3R,4S)-3-fluoro-2,2,6,6-tetramethylpiperidin-4-yl]-7H-pyrrolo[2,3-c]pyridazin-3-yl}-5-(1H-1,2,3-triazol-1-yl)phenol dihydrochloride